N=1SN=C2C1C=CC(=C2)C(C)N2C[C@@H](N(C[C@H]2CC)C=2C=1C(N(C(C2)=O)C)=CN(N1)CC#N)CC 2-(7-((2S,5R)-4-(1-(benzo[c][1,2,5]thiadiazol-5-yl)ethyl)-2,5-diethylpiperazin-1-yl)-4-methyl-5-oxo-4,5-dihydro-2H-pyrazolo[4,3-b]pyridin-2-yl)acetonitrile